CN1C(C2=C(C=C1)NC(=C2)C(=O)O)=O 5-methyl-4-oxo-4,5-dihydro-1H-pyrrolo[3,2-c]Pyridine-2-carboxylic acid